N-[[4-(1-bicyclo[1.1.1]pentanyl)phenyl]methyl]but-3-en-1-amine C12(CC(C1)C2)C2=CC=C(C=C2)CNCCC=C